C(#N)C1=C2C=NN(C2=CC(=C1)C#CCNC(C1=NC=C(C=C1)C=1N=CC2=C(C=CC=C2C1)C1=CC2=C(N(C(N2C)=O)C)C(=C1)C(C)C)=O)C1C(NC(CC1)=O)=O N-(3-(4-Cyano-1-(2,6-dioxopiperidin-3-yl)-1H-indazol-6-yl)prop-2-yn-1-yl)-5-(8-(7-isopropyl-1,3-dimethyl-2-oxo-2,3-dihydro-1H-benzo[d]imidazol-5-yl)isoquinolin-3-yl)picolinamide